CC=1C=C(CNC2=NC=C(C(=O)OCC)C(=C2)NC2=CC(=C3N(C2=O)C2(NC3=O)CCCCC2)C)C=CC1C ethyl 6-((3,4-dimethylbenzyl)amino)-4-((8'-methyl-1',5'-dioxo-1',5'-dihydro-2'H-spiro[cyclohexane-1,3'-imidazo[1,5-a]pyridine]-6'-yl)amino)nicotinate